COC([C@@H](NC(C(C)OC1=C(C=C(C(=C1)N1C(N(C(N(C1=O)C)=S)C)=O)F)Cl)=O)C(C)C)=O (2-(2-chloro-5-(3,5-dimethyl-2,6-dioxo-4-thioxo-1,3,5-triazin-1-yl)-4-fluorophenoxy)propionyl)valine methyl ester